(S)-2-(5-phenylthiazol-2-yl)-N-(2-(trifluoromethyl)phenyl)pyrrolidine-1-carboxamide C1(=CC=CC=C1)C1=CN=C(S1)[C@H]1N(CCC1)C(=O)NC1=C(C=CC=C1)C(F)(F)F